NC1=NC=CC2=C1C(=NN2[C@@H]2CN(CC2)C(C=C)=O)C#CC2=CC1=C(N(C=N1)CC)C(=C2F)F 1-[(3S)-3-{4-amino-3-[2-(1-ethyl-6,7-difluoro-1,3-benzodiazol-5-yl)ethynyl]Pyrazolo[4,3-c]Pyridin-1-yl}pyrrolidin-1-yl]Prop-2-en-1-one